BrC1=CC(=C(OC[C@H](CC(C)C)NC(OC(C)(C)C)=O)C=C1)OC(F)(F)F (S)-tert-butyl (1-(4-bromo-2-(trifluoromethoxy)phenoxy)-4-methylpentan-2-yl)carbamate